2-(furan-2-yl)-N-(4b-hydroxy-7-isopropyl-10-oxo-9b,10-dihydro-4bH-indeno[1,2-b]benzofuran-9b-yl)-2-oxoacetamide 4,4',4''-s-triazine-2,4,6-triyl-tribenzoate N1=C(N=C(N=C1C1=CC=C(C(=O)O)C=C1)C1=CC=C(C(=O)O)C=C1)C1=CC=C(C(=O)O)C=C1.O1C(=CC=C1)C(C(=O)NC12C(OC3=C1C=CC(=C3)C(C)C)(C3=CC=CC=C3C2=O)O)=O